COC(=O)C1(CCN(CC1)C(N(C)C1=CC=C(C=C1)F)=O)CC(=O)N(C1=CC=CC=C1)[C@@H]1CCOC2(CC2)C1.C(C)N(C1=CC=C(C=C1)\C=C\C(=O)C1=CC=C(C=C1)N(CC)CC)CC |r| 4,4'-bis(diethylamino)chalcone methyl-1-[(4-fluorophenyl)-methyl-carbamoyl]-4-[2-(N-[(racemic)-4-oxaspiro[2.5]octan-7-yl]anilino)-2-oxo-ethyl]piperidine-4-carboxylate